6-(hydrazinocarbonyl)-3,4-dihydro-1H-isoquinoline-2-carboxylic acid tert-butyl ester C(C)(C)(C)OC(=O)N1CC2=CC=C(C=C2CC1)C(=O)NN